5-methyl-1-(tetrahydro-2H-pyran-2-yl)-1H-pyrazole-4-carboxamidine CC1=C(C=NN1C1OCCCC1)C(=N)N